C(C)O[C@H]1CC[C@H](CC1)NC1=NN2C(C=N1)=C(C=C2)C=2C=NC=1N(C2)C(=CN1)C N-(cis-4-ethoxycyclohexyl)-5-(3-methylimidazo[1,2-a]pyrimidin-6-yl)pyrrolo[2,1-f][1,2,4]triazin-2-amine